BrCCCCC#CC(OC)OC 7-bromo-1,1-dimethoxy-2-heptyne